2-ETHYL-6-METHYL-PYRAZINE C(C)C1=NC(=CN=C1)C